ClC1=C(C=CC2=C1C(=N[C@H](C=1N2C=C(N1)C(=O)NC[C@@H](C)O)C)C1=NC=CC=C1F)C(F)(F)F (4S)-7-chloro-6-(3-fluoro-2-pyridyl)-4-methyl-N-[(2R)-2-hydroxypropyl]-8-(trifluoromethyl)-4H-imidazo[1,2-a][1,4]benzodiazepine-2-carboxamide